N-(8-(4,4-difluoropiperidin-1-yl)-1,7-naphthyridin-6-yl)-2-fluoro-4-((2-hydroxyethyl)sulfonamido)-6-(6-azaspiro[2.5]octan-6-yl)benzamide FC1(CCN(CC1)C=1N=C(C=C2C=CC=NC12)NC(C1=C(C=C(C=C1N1CCC2(CC2)CC1)NS(=O)(=O)CCO)F)=O)F